C(C1=CC=CC=C1)C1=C(NC(NC1=O)=O)[C@@H]1CCC(=CC1)C1=C(C=C(C=C1)C#N)Cl (R)-4'-(5-benzyl-2,6-dioxo-1,2,3,6-tetrahydropyrimidin-4-yl)-2-chloro-2',3',4',5'-tetrahydro-[1,1'-biphenyl]-4-carbonitrile